N1(CCC1)C(=O)C1=NC=C(C(=C1)Cl)Cl azetidin-1-yl(4,5-dichloropyridin-2-yl)methanone